C(#N)C1(C(C1)C)C1=C(C(=O)O)C=CC(=C1)C(F)(F)F 2-(1-cyano-2-methylcyclopropyl)-4-(trifluoromethyl)benzoic acid